[Si](C)(C)(C(C)(C)C)OC[C@H]1N(C=C(C1)C(F)(F)F)C(=O)OC(C)(C)C tert-butyl (2S)-2-(((tert-butyldimethylsilyl)oxy)methyl)-4-(trifluoromethyl)-2,3-dihydropyrrole-1-carboxylate